3-(5-(((1S,2S)-2-(methylamino)cyclohexyl)amino)-1-oxoisoindolin-2-yl)piperidine-2,6-dione CN[C@@H]1[C@H](CCCC1)NC=1C=C2CN(C(C2=CC1)=O)C1C(NC(CC1)=O)=O